(7-(difluoromethoxy)-1H-indazol-3-yl)-3,4-difluorobenzamide FC(OC=1C=CC=C2C(=NNC12)C1=C(C(=O)N)C=CC(=C1F)F)F